C(#C)C1=C2C(=CC(=CC2=CC=C1F)O)C1=C(C=2N=C(N=C(C2C=N1)N1CCOCCC1C)OC[C@]12[C@H](N(CCC1)C)CCC2)F 5-ethynyl-6-fluoro-4-(8-fluoro-4-(5-methyl-1,4-oxazepan-4-yl)-2-(((4aS,7aR)-1-methyloctahydro-4aH-cyclopenta[b]pyridin-4a-yl)methoxy)pyrido[4,3-d]pyrimidin-7-yl)naphthalen-2-ol